OC(CN1CCN(CC1)C1=CC=C(C=C1)NC(=O)C=1C(NC=CC1NC1=C(C2=C(OCCN2)N=C1)C)=O)(C)C N-(4-(4-(2-hydroxy-2-methylpropyl)piperazin-1-yl)phenyl)-4-((8-methyl-2,3-dihydro-1H-pyrido[2,3-b][1,4]oxazin-7-yl)amino)-2-oxo-1,2-dihydropyridine-3-carboxamide